6-Ethoxy-2-(phenylamino)nicotinic acid C(C)OC1=NC(=C(C(=O)O)C=C1)NC1=CC=CC=C1